BrC1=CC(=C2C(=NC=NC2=C1)NC1=C(C2=C(N=CS2)C=C1)F)OC1CCN(CC1)C(=O)OC(C)(C)C tert-butyl 4-(7-bromo-4-(7-fluorobenzo[d]thiazol-6-ylamino)quinazolin-5-yloxy)piperidine-1-carboxylate